1,3-diaminophthalic acid NC1(C(=O)O)C(C(=O)O)C(=CC=C1)N